P(=O)(OC[C@H]1O[C@@]([C@@H]([C@@H]1O)O)(C#N)C1=CC=C2C(=NC=NN21)N)(OC[C@@H](COCCCCCCCCCCCCCCC(C)C)OCC2=CC=CC=C2)O ((2R,3S,4R,5R)-5-(4-aminopyrrolo[2,1-f][1,2,4]triazin-7-yl)-5-cyano-3,4-dihydroxytetrahydrofuran-2-yl)methyl ((R)-2-(benzyloxy)-3-((15-methylhexadecyl)oxy)propyl) hydrogen phosphate